FC=1C=C2C(C(N(C2=CC1)C(=O)N)([2H])[2H])(C(F)(F)F)O 5-fluoro-3-hydroxy-3-(trifluoromethyl)indole-2,2-d-1-carboxamide